1-(2-Chlorophenyl)-4-(((1S,2R)-2-fluorocyclopropyl)amino)-7-(trifluoromethyl)quinazolin-2(1H)-one ClC1=C(C=CC=C1)N1C(N=C(C2=CC=C(C=C12)C(F)(F)F)N[C@@H]1[C@@H](C1)F)=O